(R)-(+)-trans-N-(4-pyridinyl)-4-(1-aminoethyl)-cyclohexanecarboxamide N1=CC=C(C=C1)NC(=O)[C@@H]1CC[C@H](CC1)[C@@H](C)N